5-(Dichloromethyl)-3-(4-methylphenyl)-1,2,4-oxadiazole ClC(C1=NC(=NO1)C1=CC=C(C=C1)C)Cl